FC=1C=CC(=NC1)C1=NN2C(COCC2(C)C)=C1C1=C2C(=NC=C1)NN=C2 2-(5-Fluoro-2-pyridyl)-7,7-dimethyl-3-(1H-pyrazolo[3,4-b]pyridin-4-yl)-4,6-dihydropyrazolo[5,1-c][1,4]oxazine